C(C)N1C(=NC2=CC=C(C=C2C1=O)F)[C@@H](CCC)N1C[C@H](NCCC1)C 3-ethyl-6-fluoro-2-((R)-1-((R)-3-methyl-1,4-diazepan-1-yl)butyl)quinazolin-4(3H)-one